FC(OC1=NC=C(C=O)C=C1F)F 6-(difluoromethoxy)-5-fluoronicotinaldehyde